(2e)-2-[2-[[(e)-(7-fluorochroman-4-ylidene)amino]oxymethyl]-3-methyl-phenyl]-2-methoxyimino-N-methyl-acetamide FC1=CC=C2\C(\CCOC2=C1)=N\OCC1=C(C=CC=C1C)\C(\C(=O)NC)=N/OC